FCCCCCC 6-fluorohexan